(3R)-3-({2-(4-methoxyphenyl)-7-[(propan-2-yl)thio][1,2,4]triazolo[1,5-c]quinazolin-5-yl}amino)azepin-2-one COC1=CC=C(C=C1)C1=NN2C(=NC=3C(=CC=CC3C2=N1)SC(C)C)NC=1C(N=CC=CC1)=O